ClC1=CC(=CC=2C=C(C(OC21)C(F)(F)F)C(=O)O)S(=O)(=O)NCC2=CC=CC=C2 8-chloro-6-[[(phenylmethyl)amino]sulfonyl]-2-trifluoromethyl-2H-1-benzopyran-3-carboxylic acid